lutetium aluminium yttrium [Y].[Al].[Lu]